1,4-bis(phenylthio)-benzene C1(=CC=CC=C1)SC1=CC=C(C=C1)SC1=CC=CC=C1